N-[(S)-1-(3-ethoxy-4-fluorophenyl)ethyl]-4-(4,7-diaza-7-spiro[2.6]nonyl)-8-methoxy-6-methyl-1,7-diaza-3-naphthamide C(C)OC=1C=C(C=CC1F)[C@H](C)NC(=O)C=1C=NC2=C(N=C(C=C2C1N1CCNC2(CC2)CC1)C)OC